2-{4-[(dimethylamino)methyl]-1,2,3-triazol-1-yl}cyclohexan-1-ol CN(C)CC=1N=NN(C1)C1C(CCCC1)O